C(CC)OC1=C(C=O)C=C(C(=C1)C=O)OCCC 2,5-dipropoxyterephthalaldehyde